1-[(4-methoxyphenyl)methyl]-3-nitro-4-vinyl-pyrazole COC1=CC=C(C=C1)CN1N=C(C(=C1)C=C)[N+](=O)[O-]